N-(3-cyclopropoxy-1-(1-methoxypropan-2-yl)-1H-pyrazol-4-yl)formamide C1(CC1)OC1=NN(C=C1NC=O)C(COC)C